4-aminooctanoic acid NC(CCC(=O)O)CCCC